NC1=NC(=C(C2=C1C(N1[C@@H](CO2)CN(CC1)C(=O)OC(C)(C)C)=O)F)Cl tert-butyl (R)-1-amino-3-chloro-4-fluoro-12-oxo-6a,7,9,10-tetrahydro-12H-pyrazino[2,1-c]pyrido[3,4-f][1,4]oxazepine-8(6H)-carboxylate